SC=1SC(=NN1)S 2,5-dimercapto-1,3,4-thidiazole